N1=CC(=CC2=CC=CC=C12)C1OC(=C(C1=O)OC(C)=O)N 2-(3-quinolinyl)-4-(acetoxy)-5-amino-3(2H)-furanone